O([Si](C)(C)C(C)(C)C)C1=C(C=CC=C1)Cl 2-(tert-butyldimethylsiloxy)chlorobenzene